COC1=C(C=CC(=C1)C(F)(F)F)NCC#CC=1N(C=2C=CC=C(C2C1)NC1CCC(CC1)N1CC2(COC2)C1)CC(F)(F)F 2-(3-{[2-methoxy-4-(trifluoromethyl)phenyl]amino}prop-1-yn-1-yl)-N-[(1R,4R)-4-{2-oxa-6-azaspiro[3.3]heptan-6-yl}cyclohexyl]-1-(2,2,2-trifluoroethyl)-1H-indol-4-amine